C(=O)C1(CCCC1)C(=O)O Formylcyclopentane-1-carboxylic acid